CN1CCN(CC1)C(CN1C(NC2=NC=C(C=C21)C2=CC(=CC=C2)C(F)(F)F)=O)=O 1-[2-(4-methylpiperazin-1-yl)-2-oxo-ethyl]-6-[3-(trifluoromethyl)phenyl]-3H-imidazo[4,5-b]pyridin-2-one